FC1=NC=CC(=C1F)N1CCN(CC1)CC=1C=C2C(N(C(C2=CC1)=O)C1C(NC(CC1)=O)=O)=O 5-((4-(2,3-difluoropyridin-4-yl)piperazin-1-yl)methyl)-2-(2,6-dioxopiperidin-3-yl)isoindoline-1,3-dione